5-chloro-2,4-dihydroxypyridine ClC=1C(=CC(=NC1)O)O